3-phenyl-2-(phenylsulfonyl)oxaziridine tert-butyl-N-{2-fluoro-4-[(5,6,7,8-tetrahydro-2,6-naphthyridin-3-yl)amino]phenyl}-N-[2-(morpholin-4-yl)ethyl]carbamate C(C)(C)(C)OC(N(CCN1CCOCC1)C1=C(C=C(C=C1)NC=1N=CC=2CCNCC2C1)F)=O.C1(=CC=CC=C1)C1N(O1)S(=O)(=O)C1=CC=CC=C1